CC1=CC2=C(N(C=N2)[C@@H]2[C@H](O)[C@H](O)[C@H](O2)CO)C=C1C 5,6-dimethyl-1-α-D-ribofuranosyl-1H-benzimidazole